6-METHOXY-N-(2-METHYL-5-(TRIFLUOROMETHYL)PHENYL)-[1,2,5]OXADIAZOLO[3,4-B]PYRAZIN-5-AMINE COC=1C(=NC=2C(N1)=NON2)NC2=C(C=CC(=C2)C(F)(F)F)C